6-[7-ethoxy-8-(prop-2-enamido)naphthalen-2-yl]-N-[(1-methylpiperidin-4-yl)methyl]pyridine-2-carboxamide C(C)OC1=CC=C2C=CC(=CC2=C1NC(C=C)=O)C1=CC=CC(=N1)C(=O)NCC1CCN(CC1)C